(3S,4S)-1-cyclohexyl-4-{[5-(2,4-difluoro-phenyl)-isoxazole-3-carbonyl]-amino}-piperidine-3-carboxylic acid [2-(2-oxo-pyrrolidin-1-yl)-ethyl]-amide O=C1N(CCC1)CCNC(=O)[C@H]1CN(CC[C@@H]1NC(=O)C1=NOC(=C1)C1=C(C=C(C=C1)F)F)C1CCCCC1